O=C1NC(CCC1N1CC2=CC=C(C=C2C1)NCCOCCOCCOCCN(CCOC1=CC=C(C=C1)OC1=C(C=CC2=CC(=CC=C12)O)C1=CC=C(C=C1)S(=O)(=O)C)CC)=O 2-(2,6-dioxopiperidin-3-yl)-5-((3-ethyl-1-(4-((6-hydroxyl-2-(4-(methylsulfonyl)phenyl)naphthalen-1-yl)oxy)phenoxy)-6,9,12-trioxa-3-azatetradecane-14-yl)amino)isoindoline